C(CO)O (+/-)-(+/-)-Ethylene glycol